COC(C1=C(N=CC=C1)C#CC1=C(C=C(C=C1)OCC=1C(=NOC1C1CC1)C1=C(C=CC=C1Cl)Cl)Cl)=O ((2-chloro-4-((5-cyclopropyl-3-(2,6-dichlorophenyl)isoxazol-4-yl)methoxy)phenyl)ethynyl)nicotinic acid methyl ester